CN1CCNCC1 R-methyl-piperazine